3-((3-ethyl-4-nitro-1-(tetrahydro-2H-pyran-2-yl)-1H-pyrazol-5-yl)oxy)-2-fluoropropan-1-ol C(C)C1=NN(C(=C1[N+](=O)[O-])OCC(CO)F)C1OCCCC1